FC(OC=1C=C2C(=NC=NC2=C(C1)C(F)(F)F)NC(C)C1=NC=NN1C1=CC=C(C=N1)C#N)(F)F 6-[5-[1-[[6-(trifluoromethoxy)-8-(trifluoromethyl)quinazolin-4-yl]amino]ethyl]-1,2,4-triazol-1-yl]pyridine-3-carbonitrile